C(CC)(=O)OC=1C(=NC=CC1OC)C(N[C@@H](C)C1=NC(=NN1C)C1=CC=C(C=C1)C(C)C)=O (S)-2-((1-(3-(4-isopropylphenyl)-1-methyl-1,2,4-triazol-5-yl)ethyl)carbamoyl)-4-methoxypyridin-3-yl propionate